FC(C1=NN=C(O1)C1=CC(=C(C=C1)CNC1=CC=CC=C1)F)F N-[[4-[5-(difluoromethyl)-1,3,4-oxadiazol-2-yl]-2-fluoro-phenyl]methyl]aniline